CN1C[C@H]2CC(C[C@H]2C1)COC3=C(C=C4C(=C3)N=CN=C4NC5=C(C(=C(C=C5)Cl)Cl)F)OC N-(3,4-dichloro-2-fluorophenyl)-6-methoxy-7-{[(3aR,5r,6aS)-2-methyloctahydrocyclopenta[c]pyrrol-5-yl]methoxy}quinazolin-4-amine